(1r,3r)-3-((tertbutoxycarbonyl)amino)cyclobutane-1-carboxylic acid C(C)(C)(C)OC(=O)NC1CC(C1)C(=O)O